FC1([C@H]2CC=3C(=NN(C3C[C@]21C)C2OCC2)C=2NC1=CC(=CC=C1C2)NC)F 2-[(4as,5ar)-5,5-difluoro-5a-methyl-1-(oxetan-2-yl)-4H,4ah,6H-cyclopropa[f]indazol-3-yl]-N-methyl-1H-indol-6-amine